CC=1C=CC=2N(C1)C(=CN2)C(=O)N[C@@H]2CCC1=CC(=CC=C21)C(=O)O (R)-1-(6-methylimidazo[1,2-a]pyridine-3-carboxamido)-2,3-dihydro-1H-indene-5-carboxylic acid